ethylenedioxydiethyl bis(2-ethylhexanoate) C(C)C(C(=O)OCCOCCOCCOC(C(CCCC)CC)=O)CCCC